O[Ni]=O.[Fe].[Ru] ruthenium-iron hydroxyl-nickel oxide